FC1CC(C1)NC[C@H](O)C1=CC=CC=C1 (R)-α-[[(3-Fluorocyclobutyl)amino]methyl]benzenemethanol